5-amino-N,N-dipropyl-6H-thieno[3,2-b]azepin-7-carboxamide NC=1CC(=CC2=C(N1)C=CS2)C(=O)N(CCC)CCC